(3R)-1-{4-[(2S)-2,3-dihydro-1,4-benzodioxin-2-yl]benzyl}pyrrolidin-3-ol O1[C@H](COC2=C1C=CC=C2)C2=CC=C(CN1C[C@@H](CC1)O)C=C2